5,17-Dimethylnonacosane CC(CCCC)CCCCCCCCCCCC(CCCCCCCCCCCC)C